C(C)OC(C)COC(C)CO dipropyleneglycol mono-ethyl ether